4-(((2-methoxyethyl)(methyl)amino)-2,2-dimethylpyrrolidin-1-yl)-6,6a,7,8,9,10-hexahydro-12H-pyrazino[2,1-c]pyrido[3,4-f][1,4]oxazepin-12-one COCCN(C)C1C(N(CC1)C1=CN=CC=2C(N3C(COC21)CNCC3)=O)(C)C